ONC(/C=C/C=1C=C(C=CC1)NC(=O)C1(CCOCC1)C1=CC2=CC=CC=C2C=C1)=O (E)-N-(3-(3-(hydroxyamino)-3-oxoprop-1-en-1-yl)phenyl)-4-(naphthalen-2-yl)tetrahydro-2H-pyran-4-carboxamide